C(C)(C)(C)OC(=O)NC1C(N(C2=C(C(C1)(F)F)C=C(C(=C2)C(=O)OCC)F)CC2=CC=C(C=C2)OC(F)(F)F)=O ethyl 3-(tert-butoxycarbonylamino)-5,5,7-trifluoro-2-oxo-1-[[4-(trifluoromethoxy)phenyl]methyl]-3,4-dihydro-1-benzazepine-8-carboxylate